5-(4-(difluoromethyl)-6-(((S)-1,1,1-trifluoropropan-2-yl)amino)pyridin-3-yl)-N-((R)-1-HydroxylPropan-2-yl)-4-((S)-2-methylpyrrolidine-1-carbonyl)thiazole-2-carboxamide FC(C1=C(C=NC(=C1)N[C@H](C(F)(F)F)C)C1=C(N=C(S1)C(=O)N[C@@H](CO)C)C(=O)N1[C@H](CCC1)C)F